OC1=C(C=C(C(=C1)N(C)C)C)N1N=C2C(=N1)C=CC(=C2)C(=O)OCCCC 2-(2-hydroxy-4-dimethylamino-5-methylphenyl)-5-butyloxycarbonyl-2H-benzotriazole